ClC1=C(C(=CN1C)C)C(NC1=CC(=C(C=C1)F)C#N)=O 5-chloro-4-((3-cyano-4-fluorophenyl)carbamoyl)-1,3-dimethyl-1H-pyrrole